2-benzyl-6-methyl-2-azaspiro[3.3]heptan-6-yl (2R,5S)-4-(5-cyanopyrimidin-2-yl)-2,5-dimethylpiperazine-1-carboxylate C(#N)C=1C=NC(=NC1)N1C[C@H](N(C[C@@H]1C)C(=O)OC1(CC2(CN(C2)CC2=CC=CC=C2)C1)C)C